Cl.FC(O[C@@H]1C[C@H](NC1)C(=O)OCC1=CC=CC=C1)F benzyl (2S,4R)-4-(difluoromethoxy)pyrrolidine-2-carboxylate hydrochloride